FC=1C=C(C=C(C1)OCC1=CC(=CC=C1)F)[C@@H]1N(OCC1)C1=CC(=NC=N1)NC=1C(=CC(=C(C1)NC(C=C)=O)N1C[C@@H](OCC1)C)OC N-(5-((6-((R)-3-(3-fluoro-5-((3-fluoro-benzyl)oxy)phenyl)isoxazolidin-2-yl)pyrimidin-4-yl)-amino)-4-methoxy-2-((S)-2-methyl-morpholino)phenyl)acrylamide